C(C)(C)(C)C1=NOC(=N1)C(=O)N[C@H](C)C1=C(C=C(C=C1)C1=NC=NC=2NC3=CC(=CC=C3C21)C2CNCC2)C 3-(tert-butyl)-N-((1R)-1-(2-methyl-4-(7-(pyrrolidin-3-yl)-9H-pyrimido[4,5-b]indol-4-yl)phenyl)ethyl)-1,2,4-oxadiazole-5-carboxamide